2-(2-((7-(3-(aminomethyl)phenyl)-3-fluorobenzofuran-5-yl)methoxy)phenyl)acetic acid NCC=1C=C(C=CC1)C1=CC(=CC=2C(=COC21)F)COC2=C(C=CC=C2)CC(=O)O